(5-((6-((S)-3-benzylisooxazolidin-2-yl)pyrimidin-4-yl)amino)-2-((1R,4R)-2-oxa-5-azabicyclo[2.2.1]hept-5-yl)-4-methoxyphenyl)acrylamide C(C1=CC=CC=C1)[C@@H]1N(OCC1)C1=CC(=NC=N1)NC=1C(=CC(=C(C1)C(C(=O)N)=C)N1[C@H]2CO[C@@H](C1)C2)OC